(3-acetyl-1H-indol-1-yl)-N-isobutylacetamide C(C)(=O)C1=CN(C2=CC=CC=C12)CC(=O)NCC(C)C